4-(p-chlorophenyl)-2,6-dimethylquinoline ClC1=CC=C(C=C1)C1=CC(=NC2=CC=C(C=C12)C)C